(S)-4-(diphenylcarbamoyl)-1-(9-hydroxy-9H-fluorene-9-carbonyl)piperazine-2-carboxylic acid C1(=CC=CC=C1)N(C(=O)N1C[C@H](N(CC1)C(=O)C1(C2=CC=CC=C2C=2C=CC=CC12)O)C(=O)O)C1=CC=CC=C1